CC1=C(C=C(C=C1)[N+](=O)[O-])NC1=NC=CC(=N1)C=1C=NC=CC1 N-(2-methyl-5-nitrophenyl)-4-(3-pyridyl)pyrimidin-2-amine